(1R)-1-[5-(2-Methylphenyl)-1,2,4-oxadiazol-3-yl]-6-azaspiro[2.5]octan-6-sulfonamid CC1=C(C=CC=C1)C1=NC(=NO1)[C@@H]1CC12CCN(CC2)S(=O)(=O)N